(R)-N-(4-(4-cyano-2-hydroxyphenyl)phthalazin-1-yl)-1-methylpiperidine-3-carboxamide C(#N)C1=CC(=C(C=C1)C1=NN=C(C2=CC=CC=C12)NC(=O)[C@H]1CN(CCC1)C)O